1-(2-tert-butylpyridin-4-yl)-6-{[6-(dimethylamino)-5,6,7,8-tetrahydronaphthalen-2-yl]amino}-2-(propan-2-yl)-1H,2H,3H-pyrazolo[3,4-d]pyrimidin-3-one C(C)(C)(C)C1=NC=CC(=C1)N1N(C(C=2C1=NC(=NC2)NC2=CC=1CCC(CC1C=C2)N(C)C)=O)C(C)C